(5-Chloro-2-(pyrimidin-2-yl)phenyl)((2S,3R)-5,5-difluoro-3-methyl-2-(((5-(trifluoromethyl)pyrimidin-2-yl)amino)-methyl)piperidin-1-yl)methanon ClC=1C=CC(=C(C1)C(=O)N1[C@@H]([C@@H](CC(C1)(F)F)C)CNC1=NC=C(C=N1)C(F)(F)F)C1=NC=CC=N1